tert-butyl ((1S,3R)-3-(2-acetyl-4-chloro-3-methoxyphenoxy)cyclopentyl)carbamate C(C)(=O)C1=C(O[C@H]2C[C@H](CC2)NC(OC(C)(C)C)=O)C=CC(=C1OC)Cl